COC1=C(CN2C(N(C(C=3N(C(=NC23)S(=O)(=O)CC2=C(C=CC(=C2)OC)OC)C)=O)C)=O)C=C(C=C1)OC 3-(2,5-dimethoxybenzyl)-8-((2,5-dimethoxybenzyl)sulfonyl)-1,7-dimethyl-1H-purine-2,6(3H,7H)-dione